BrC1=NN(C(=N1)OC1=C(C(=CC=C1)Cl)F)CC(F)F 3-bromo-5-(3-chloro-2-fluorophenoxy)-1-(2,2-difluoroethyl)-1H-1,2,4-triazole